FC=1C=C(C=CC1C)C=1NC(C=2N(C1)N=C(C2CC(F)(F)F)C(=O)OCC)=O Ethyl 6-(3-fluoro-4-methylphenyl)-4-oxo-3-(2,2,2-trifluoroethyl)-4,5-dihydropyrazolo[1,5-a]-pyrazine-2-carboxylate